[N-](S(=O)(=O)C(F)(F)F)S(=O)(=O)C(F)(F)F.C(C)N1C=NC=C1 3-ethylimidazole bistrifluoromethanesulfonimide salt